Triiodboran IB[IH]BI